amino(n-hexylamine) NNCCCCCC